1,3,5-tri(2-thienyl)benzene S1C(=CC=C1)C1=CC(=CC(=C1)C=1SC=CC1)C=1SC=CC1